C(C)(=O)C(C1=CC=C(C(=C1C(=O)[O-])[N+](=O)[O-])OC)OCCC 6-(acetylpropyloxymethyl)-3-methoxy-2-nitrobenzoate